CNC=1NC(C=2NC=NC2N1)=O methylguanin